(S)-4-methoxy-1-(methyl-d3)-5-(2,2,2-trifluoro-1-methoxyethyl)-1H-indazol-3-amine COC1=C2C(=NN(C2=CC=C1[C@@H](C(F)(F)F)OC)C([2H])([2H])[2H])N